5-TERT-BUTYL-2-CYCLOPENTYL-1H-INDOLE-3-CARBALDEHYDE C(C)(C)(C)C=1C=C2C(=C(NC2=CC1)C1CCCC1)C=O